CNC(C(=O)C1=CC=CC=C1)C α-methylaminopropiophenone